3-(3-chloro-6-oxo-1-((2-(trimethylsilyl)ethoxy)methyl)-1H-pyrazolo[4,3-c]pyridazin-5(6H)-yl)-2-fluoro-4-methoxybenzonitrile ClC1=NN(C=2C1=NN(C(C2)=O)C=2C(=C(C#N)C=CC2OC)F)COCC[Si](C)(C)C